2-(furan-2-yl)-7-hydroxy-5-methoxychroman-4-one O1C(=CC=C1)C1OC2=CC(=CC(=C2C(C1)=O)OC)O